C(C)OP(=O)(C)CC[C@@H]1C(NC(N1)=O)=O (5R)-5-[2-[ethoxy(methyl)phosphoryl]ethyl]imidazolidine-2,4-dione